1-β-arabinofuranosylcytosine [C@@H]1([C@@H](O)[C@H](O)[C@H](O1)CO)N1C(=O)N=C(N)C=C1